NC1=C(C)C=C(C(=C1SC)N)CCC 2,4-diamino-3-methylthio-5-propyl-toluene